5-((3-fluoro-1-methylpiperidin-4-yl)oxy)-6-methoxyquinazolin-4-amine FC1CN(CCC1OC1=C2C(=NC=NC2=CC=C1OC)N)C